N-(3-bromo-5-fluorophenyl)-N-(2,2-difluoroethyl)-6-fluoropyrido[4,3-e][1,2,4]triazolo[4,3-a]pyrimidin-5-amine BrC=1C=C(C=C(C1)F)N(C1=NC=2N(C3=C1C(=CN=C3)F)C=NN2)CC(F)F